1-amino-5-isopropyl-N-(1-(2-methoxyethyl)-1H-pyrazol-3-yl)-5,6,7,8-tetrahydropyrimido[5'',4'':4',5']pyrrolo[3',2':3,4]azepino[1,2-a]indole-11-carboxamide NC1=NC=NC2=C1C1=C(CCCN3C1=CC=1C=CC(=CC31)C(=O)NC3=NN(C=C3)CCOC)N2C(C)C